N-(4-(4-ethyl-4H-1,2,4-triazol-3-yl)-2-methoxyphenyl)-8-(4-methoxypiperidin-1-yl)-6-methylpyrido[3,4-d]pyrimidin-2-amine C(C)N1C(=NN=C1)C1=CC(=C(C=C1)NC=1N=CC2=C(N1)C(=NC(=C2)C)N2CCC(CC2)OC)OC